ethyl (E)-4-diethoxyphosphorylbut-2-enoate C(C)OP(=O)(OCC)C/C=C/C(=O)OCC